tert-butyl N-[1-[3-[[(2-chloroacetyl)amino]carbamoyl]pyrazin-2-yl]ethyl]-N-(3,4-dimethoxyphenyl)carbamate ClCC(=O)NNC(=O)C=1C(=NC=CN1)C(C)N(C(OC(C)(C)C)=O)C1=CC(=C(C=C1)OC)OC